BrCC(C(=O)OC)=O methyl 3-bromo-2-oxopropanoate